OC[C@H](C(C)(C)C)NC(=O)C1=NC2=CC=CC=C2N=C1 (S)-N-(1-hydroxy-3,3-dimethylbutan-2-yl)quinoxaline-2-carboxamide